rac-tert-butyl (1R,2S,3R,5S)-2-fluoro-3-hydroxy-8-azabicyclo[3.2.1]octane-8-carboxylate F[C@H]1[C@H]2CC[C@@H](C[C@H]1O)N2C(=O)OC(C)(C)C |r|